C1(C2=C(C(OC)=C(O)C(OC)=C2)O1)=O epoxysyringaldehyde